BrC=1C(=NC=2N(C1N)N=CC2C=2C=NN(C2)C)[C@H]2CNCCC2 6-Bromo-3-(1-methyl-1H-pyrazol-4-yl)-5-(3R)-3-piperidinyl-pyrazolo[1,5-a]pyrimidin-7-amine